3-(8,11,14-pentadeca-trienyl)phenol C(CCCCCCC=CCC=CCC=C)C=1C=C(C=CC1)O